NC=1N=C(C2=C(N1)NC=C2)OC2=CC=C(C=C2)NC(N[C@H](C(=O)O)CCC2=CC=CC=C2)=O (S)-2-(3-(4-((2-amino-7H-pyrrolo[2,3-d]pyrimidin-4-yl)oxy)phenyl)ureido)-4-phenylbutanoic acid